C(C)(=O)C1=NN(C2=C(C=C(C=C12)C=1C=NC(=NC1)C)C)CC(=O)OC(C)(C)C tert-Butyl 2-(3-acetyl-7-methyl-5-(2-methylpyrimidin-5-yl)-1H-indazol-1-yl)acetate